ClC1=CC=C(C=C1)N1N=CC(C2=C(C=CC=C12)OC1=CC=C(C=C1)F)=O 1-(4-chlorophenyl)-5-(4-fluorophenoxy)-4-oxo-cinnoline